OCCOCCOCCOCCOC[C@@H]1NC[C@H](N(C1)C(=O)OC(C)(C)C)C tert-Butyl (2R,5R)-5-((2-(2-(2-(2-hydroxyethoxy)ethoxy)ethoxy)ethoxy)methyl)-2-methylpiperazine-1-carboxylate